3-Chloro-10-(2-fluorophenyl)phenanthren-9-ol ClC=1C=CC=2C(=C(C3=CC=CC=C3C2C1)O)C1=C(C=CC=C1)F